(R)-1-(5-aminopyridin-3-yl)-4,6-dimethylpiperazin-2-one NC=1C=C(C=NC1)N1C(CN(C[C@H]1C)C)=O